2-[4-chloro-5-(hydroxymethyl)-6-oxo-pyridazin-1-yl]-N-[4-methyl-3-[2-(2-pyridyl)ethylsulfamoyl]phenyl]acetamide ClC=1C=NN(C(C1CO)=O)CC(=O)NC1=CC(=C(C=C1)C)S(NCCC1=NC=CC=C1)(=O)=O